(2R)-4-methyl-2-(spiro[2.3]hexan-5-ylamino)pentan-1-ol CC(C[C@H](CO)NC1CC2(CC2)C1)C